C(CC)C1=C(C=CC=C1)/C=C/CO (E)-3-(2-Propylphenyl)prop-2-en-1-ol